NC=1C2=C(SC1C(=O)O)C=C(C=C2)C(F)(F)F 3-amino-6-(trifluoromethyl)benzo[b]thiophene-2-carboxylic acid